[3-{2-(2-ethoxy)-ethoxy}]propionic acid CCOCCOCCC(=O)O